ClC1=CC=C(C=N1)CN1C(NCC1)=N[N+](=O)[O-] 1-(6-chloro-3-pyridylmethyl)-N-nitroimidazolidin-2-ylideneamine